BrC1=NN(C(C=C1)=O)CC(=O)NCC 2-(3-bromo-6-oxo-1,6-dihydropyridazin-1-yl)-N-ethylacetamide